Cl.FC(C1=CC=C(OC2CC(C2)N)C=C1)(F)F (1r,3r)-3-(4-(trifluoromethyl)phenoxy)cyclobutane-1-amine hydrochloride